FC=1C=C(C=C(C1[C@H]1N([C@@H](CC2=C3C(=CC=C12)NC=N3)C)CC(F)(F)F)F)N[C@@H]3CN(CC3)CCCF (S)-N-(3,5-difluoro-4-((6S,8R)-8-methyl-7-(2,2,2-trifluoroethyl)-6,7,8,9-tetrahydro-3H-imidazo[4,5-f]isoquinolin-6-yl)phenyl)-1-(3-fluoropropyl)pyrrolidin-3-amine